NC=1C(=NC=CC1N)Cl 3,4-diamino-2-chloropyridine